ClC=1C=C2C(N(C(=NC2=CC1)C(CCC)N1CCN(CCC1)C)CC)=O 6-chloro-3-ethyl-2-(1-(4-methyl-1,4-diazepan-1-yl)butyl)quinazolin-4(3H)-one